((6-(2-((tert-butyldimethylsilyl)oxy)propan-2-yl)pyridin-3-yl)methoxy)(methylsulfanyl)methanethione [Si](C)(C)(C(C)(C)C)OC(C)(C)C1=CC=C(C=N1)COC(=S)SC